O=C1C(=C(C1=O)N1[C@@H]2CN([C@H](C1)C2)C(=O)OC(C)(C)C)NC2=CC=CC=C2 Tert-butyl (1S,4S)-5-(3,4-dioxo-2-(phenylamino)cyclobut-1-en-1-yl)-2,5-diazabicyclo[2.2.1]heptane-2-carboxylate